C(C)(C)(C)OC(=O)N1CC2(C1)CC(CC2)C2CC2.BrCC(OCC)OCC 2-bromo-1,1-diethoxyethane tert-Butyl-6-cyclopropyl-2-azaspiro[3.4]octane-2-carboxylate